CC(CCCCCCCCCCCC)CCCCCCCC(CCCCCCCCCCCCCC)C 13,21-Dimethylpentatriacontane